N-(3-(2'-(cyclopropylamino)-7'-oxo-5'H-spiro[cyclopropane-1,8'-pyrido[4,3-d]pyrimidine]-6'(7'H)-yl)-4-methylphenyl)-3-(4-methyl-1H-imidazol-1-yl)-5-(trifluoromethyl)benzamide C1(CC1)NC=1N=CC2=C(N1)C1(C(N(C2)C=2C=C(C=CC2C)NC(C2=CC(=CC(=C2)C(F)(F)F)N2C=NC(=C2)C)=O)=O)CC1